[4-(4-Methylthiazol-5-yl)phenyl]methanamine CC=1N=CSC1C1=CC=C(C=C1)CN